(3S)-1-(2-((6-(2,4-difluoro-6-methoxyphenyl)-5-nitropyridin-2-yl)amino)-5-((tetrahydro-2H-pyran-4-yl)ethynyl)pyridin-4-yl)piperidin-3-ol FC1=C(C(=CC(=C1)F)OC)C1=C(C=CC(=N1)NC1=NC=C(C(=C1)N1C[C@H](CCC1)O)C#CC1CCOCC1)[N+](=O)[O-]